Ethyl (4R,5S,E)-5-{(1R,3aR,4S,7aR)-4-[(tert-butyldimethylsilyl)oxy]-7a-methyloctahydro-1H-inden-1-yl}-4-fluorohex-2-enoate [Si](C)(C)(C(C)(C)C)O[C@@H]1[C@@H]2CC[C@@H]([C@]2(CCC1)C)[C@@H]([C@@H](/C=C/C(=O)OCC)F)C